NC12CCC(CC1)(CC2)CNC(C2=C(C(=C(C(=C2)F)OCC2=CC=C(C=C2)OC)F)F)=O N-[(4-Aminobicyclo[2.2.2]octan-1-yl)methyl]-2,3,5-trifluoro-4-[(4-methoxyphenyl)methoxy]benzamide